CC1=NC(=NC(=C1)C)N1CC[C@H]2[C@@H]1CN([C@@H](C2)C)C(=O)C2=C(C=CC(=C2)F)N2N=CC=N2 ((3aR,5R,7aR)-1-(4,6-dimethylpyrimidin-2-yl)-5-methyloctahydro-6H-pyrrolo[2,3-c]pyridine-6-yl)(5-fluoro-2-(2H-1,2,3-triazol-2-yl)phenyl)methanone